ClC1=C(C=C(C(=C1)C#N)OC1=C(C=CC=C1)C)NC(OC)=O methyl [2-chloro-4-cyano-5-(2-methylphenoxy)phenyl]carbamate